COC(=O)C1=CC2=C(C(=CC(CC2)C)C2=CC=C(C=C2)N)C=C1.NCCC[SiH](OC(C)(C)C)OC gamma-aminopropyl-trimethyldimethoxysilane methyl-9-(4-aminophenyl)-7-methyl-6,7-dihydro-5H-benzo[7]annulene-3-carboxylate